bromo-8''-methyl-1'',5''-dioxo-1'',5''-dihydro-2''H-dispiro[aziridine-2,1'-cyclohexane-4',3''-imidazo[1,5-a]pyridine]-1-carboxylic acid benzyl ester C(C1=CC=CC=C1)OC(=O)N1CC12CCC1(N(C(C=3N1C(C=CC3C)=O)=O)Br)CC2